1,2-dipentanoyl-sn-glycerol C(CCCC)(=O)OC[C@@H](OC(CCCC)=O)CO